C1(CC1)C1=NC=NC(=C1C=1N=CC2=C(N(C(OC23CC3)=O)CC3=CC=C(C=C3)C=3N(C=C(N3)C(F)(F)F)C)N1)OC 7'-(4-cyclopropyl-6-methoxypyrimidin-5-yl)-1'-(4-(1-methyl-4-(trifluoromethyl)-1H-imidazol-2-yl)benzyl)spiro[cyclopropane-1,4'-pyrimido[4,5-d][1,3]oxazin]-2'(1'H)-one